COC(C1=C(C=C(C=C1)C(F)(F)F)C1=CC(OC2=C1C=CC(=C2)F)(C)C)=O (7-fluoro-2,2-dimethyl-2H-benzopyran-4-yl)-4-(trifluoromethyl)benzoic acid methyl ester